CC1OC2=C(N=C1)C=C(C=C2)NC2=NC(=NC=C2)N N4-(2-methyl-1,4-benzoxazin-6-yl)-2,4-pyrimidinediamine